FC1=C(C=CC=C1)[C@@H]1[C@H](CN(C1)C)NC(=O)C=1C=C2C(=NNC2=CC1)C1=CC(=NC=C1)C N-((3R,4S)-4-(2-fluorophenyl)-1-methylpyrrolidin-3-yl)-3-(2-methylpyridin-4-yl)-1H-indazole-5-amide